2'-hydroxyflavone OC1=C(C=2OC3=CC=CC=C3C(C2)=O)C=CC=C1